CC=1C=C(C=CC1C(NC=1SC(=CN1)C)=O)NCCOCCNC(OC(C)(C)C)=O tert-butyl (2-(2-((3-methyl-4-((5-methylthiazol-2-yl)carbamoyl)phenyl)amino)ethoxy)ethyl)carbamate